ClC=1C=C(C=C(C1)Cl)C1(CC(=NO1)C1=CC(=C(C(=O)[O-])C=C1)C)C(F)(F)F 4-[5-(3,5-dichlorophenyl)-5-trifluoromethyl-4,5-dihydro-isoxazol-3-yl]-2-methyl-benzoate